ethyl 4-{[(4,6-dimethylpyridin-2-yl)carbamoyl]amino}benzoate CC1=CC(=NC(=C1)C)NC(=O)NC1=CC=C(C(=O)OCC)C=C1